C1(CC1)C(CNC=1N=CC2=C(N1)NC=C2C2=CC=1N(C=C2)N=CC1C(=O)NCC1CC(C1)(F)F)(F)F 5-(2-((2-cyclopropyl-2,2-difluoroethyl)amino)-7H-pyrrolo[2,3-d]pyrimidin-5-yl)-N-((3,3-difluorocyclobutyl)methyl)pyrazolo[1,5-a]pyridine-3-carboxamide